B(O)(O)O.B(O)(O)O.B(O)(O)O.B(O)(O)O.C(C)CN1CN(C=C1)C 1-ethylmethyl-3-methylimidazole tetraborate